C(C)(=O)N1CCN(CC1)C1=CC=CC(=N1)CC(=O)NC(C=1OC(=CC1)C)C1=C(C=C(C=C1)C)N1CCCCC1 2-[6-(4-Acetylpiperazin-1-yl)pyridin-2-yl]-N-{[4-Methyl-2-(piperidin-1-yl)phenyl](5-methylfuran-2-yl)methyl}acetamid